OC(COC1=CC(=C(C=C1)C1=NC(=NC(=N1)C1=C(C=C(C=C1)OC)OC)C1=C(C=C(C=C1)OC)OC)O)COCCCCCCCCCCCCC 2-[4-[(2-hydroxy-3-tridecyloxypropyl)oxy]-2-hydroxyphenyl]-4,6-bis(2,4-dimethoxyphenyl)-1,3,5-triazine